t-hexyl-dimethyl-chlorosilane C(C)(C)(CCC)[Si](Cl)(C)C